(N-[4-Amino-5-[6-(3-azabicyclo[3.2.1]octan-3-yl)pyridin-3-carbonyl]thiazol-2-yl]-4-fluoroanilino)propanamid NC=1N=C(SC1C(=O)C=1C=NC(=CC1)N1CC2CCC(C1)C2)N(C2=CC=C(C=C2)F)C(C(=O)N)C